methyl 1-acetyl-6-methylpiperidine-3-carboxylate C(C)(=O)N1CC(CCC1C)C(=O)OC